FC1=CC(=CC=2N(C(=NC21)C)C(C)C)C=2C=CN1N=C(N=CC12)N[C@@H](COC)C (R)-5-(4-fluoro-1-isopropyl-2-methyl-1H-benzo[d]imidazol-6-yl)-N-(1-methoxypropan-2-yl)pyrrolo[2,1-f][1,2,4]triazin-2-amine